((2-methyl-5-(5-phenyl-4H-1,2,4-triazol-3-yl)phenyl)sulfonyl)-4-(pyridin-3-yl)piperidin-4-ol CC1=C(C=C(C=C1)C1=NN=C(N1)C1=CC=CC=C1)S(=O)(=O)N1CCC(CC1)(O)C=1C=NC=CC1